Tert-butyl (3S,4R)-3-fluoro-4-((2-(N'-hydroxycarbamimidoyl)-1-(2,2,2-trifluoroethyl)-1H-indol-4-yl)amino)piperidine-1-carboxylate F[C@H]1CN(CC[C@H]1NC1=C2C=C(N(C2=CC=C1)CC(F)(F)F)C(N)=NO)C(=O)OC(C)(C)C